Cl.Cl.Cl.C(CCCCCCCCCCCCCCC)N(C(C(C)(N)N)=O)CCCCCCCC\C=C/CCCCCCCC diaminopropionic acid-N-palmityl-N-oleyl-amide tri-hydrochloride